1,3,5,2lambda5,4lambda5,6lambda5-trioxatriphosphinane-2,4,6-trione O1P(OP(OP1=O)=O)=O